N-((1r,4r)-4-(difluoromethoxy)cyclohexyl)-2-(1-ethyl-7-oxo-3-((4-(trifluoromethyl)phenyl)amino)-1,7-dihydro-6H-pyrazolo[4,3-d]pyrimidin-6-yl)acetamide FC(OC1CCC(CC1)NC(CN1C=NC2=C(C1=O)N(N=C2NC2=CC=C(C=C2)C(F)(F)F)CC)=O)F